The molecule is a 2,3-dideoxyribose phosphate that is the 2,3-dideoxy analogue of beta-D-ribofuranose 5-phosphate. It has a role as a Mycoplasma genitalium metabolite. C1C[C@@H](O[C@@H]1COP(=O)(O)O)O